(2R)-2-amino-3-(pyridin-3-yl)propionic acid hydrochloride Cl.N[C@@H](C(=O)O)CC=1C=NC=CC1